FC1=CC=C(CNC2CCN(CC2)C2=C(C=CC=C2)/C=C/C(=O)NO)C=C1 (E)-3-(2-(4-((4-fluorobenzyl)amino)piperidin-1-yl)phenyl)-N-hydroxyacrylamide